ClC=1C=C(C=CC1F)NC(=O)C1=C(N=CN1C)C1CC2CC(CC2C1)(C=1C(=NNC1)C(F)(F)F)O N-(3-chloro-4-fluorophenyl)-4-(5-hydroxy-5-(3-(trifluoromethyl)-1H-pyrazol-4-yl)octahydropentalen-2-yl)-1-methyl-1H-imidazole-5-carboxamide